3-(methylthio)benzoic acid methyl ester COC(C1=CC(=CC=C1)SC)=O